3-((3-(3-bromophenyl)thietane-3-yl)methyl)-4-methyl-4H-1,2,4-triazole BrC=1C=C(C=CC1)C1(CSC1)CC1=NN=CN1C